methyl-trans-4-[(2,8-dimethyl-[1,2,4]triazolo[1,5-a]pyridin-6-yl)methyl]cyclohexanecarboxylic acid CC1(CCC(CC1)CC=1C=C(C=2N(C1)N=C(N2)C)C)C(=O)O